N[C@H](C(=O)NC1C(N(C=CC(=C1)C1=CC=CC=C1)C)=O)C (S)-2-amino-N-(1-methyl-2-oxo-5-phenyl-2,3-dihydro-1H-azepin-3-yl)-propionamide